1-(5-cyclopropyl-3-pyridinyl)-3-[3-isopropyl-4-(1H-pyrrolo[2,3-b]pyridin-4-yloxy)phenyl]-2,4-imidazolidinedione C1(CC1)C=1C=C(C=NC1)N1C(N(C(C1)=O)C1=CC(=C(C=C1)OC1=C2C(=NC=C1)NC=C2)C(C)C)=O